butyl 2-(((2-(hydroxypicolinamido)pyridin-4-yl)methyl)carbamoyl)piperidine-1-carboxylate OC=1C(=NC=CC1)C(=O)NC1=NC=CC(=C1)CNC(=O)C1N(CCCC1)C(=O)OCCCC